(((R)-3-(2-methoxypyridin-4-yl)-8-methylbicyclo[4.2.0]octa-1(6),2,4-trien-2-yl)carbamoyl)-6,7-dihydro-5H-pyrazolo[5,1-b][1,3]oxazine-3-sulfonimidamide COC1=NC=CC(=C1)C1=C(C=2[C@@H](CC2C=C1)C)NC(=O)C1=NN2C(OCCC2)=C1S(=O)(N)=N